NCC1=NNC(C2=CC=C(C=C12)C=1C=NN(C1C1=C(C2=CC=CC=C2C=C1)Cl)C)=O 4-(aminomethyl)-6-(5-(1-chloronaphthalen-2-yl)-1-methyl-1H-pyrazol-4-yl)phthalazin-1(2H)-one